5-chloro-2-methoxy-N-[(1s,4s)-4-{[2-(trifluoromethyl)quinolin-4-yl]amino}cyclohexyl]benzamide ClC=1C=CC(=C(C(=O)NC2CCC(CC2)NC2=CC(=NC3=CC=CC=C23)C(F)(F)F)C1)OC